2-Methyl-propan-1,3-diol CC(CO)CO